CC(C(=O)N)=C 2-methylpropan-2-enamide